NCCCNC(=O)C1CCC(CC1)C(F)(F)C1=CC(=NC(=C1)N1CCN(CC1)S(=O)(=O)C1=CC=C(C=C1)N1C(C[C@H](C1)N)=O)Cl N-(3-aminopropyl)-4-[[2-chloro-6-[4-[4-[(4R)-4-amino-2-oxo-pyrrolidin-1-yl]phenyl]sulfonylpiperazin-1-yl]-4-pyridinyl]-difluoro-methyl]cyclohexanecarboxamide